2-[(CYANOMETHYL)AMINO]ACETIC ACID C(#N)CNCC(=O)O